ClC=1C=C(C=CC1)CCN1C[C@H](CCCC1)COC1=CC=C(C=C1)S(=O)(=O)C (S)-1-(3-chlorophenyl-ethyl)-3-((4-(methylsulfonyl)phenoxy)methyl)azepane